N-(1-methylpiperidin-4-yl)-1H-indole-2-carboxamide CN1CCC(CC1)NC(=O)C=1NC2=CC=CC=C2C1